di-tert-butyl (S)-5-(2-(4-(5-chloro-2-(1H-tetrazol-1-yl) phenyl)-2,3-dioxopiperazin-1-yl)-3-(4-(3-(ethylsulfonyl) ureido) phenyl) propionylamino)-1H-indole-1,2-dicarboxylate ClC=1C=CC(=C(C1)N1C(C(N(CC1)[C@H](C(=O)NC=1C=C2C=C(N(C2=CC1)C(=O)OC(C)(C)C)C(=O)OC(C)(C)C)CC1=CC=C(C=C1)NC(=O)NS(=O)(=O)CC)=O)=O)N1N=NN=C1